(+-)-naringenin O1[C@@H](CC(=O)C=2C(O)=CC(O)=CC12)C1=CC=C(O)C=C1 |r|